N-[(1'S,4'S,14R)-19-fluoro-4'-methyl-spiro[8,12-dioxa-21-azatetracyclo[14.3.1.110,13.02,7]henicosa-1(19),2,4,6,10,13(21),16(20),17-octaene-14,3'-cyclopentane]-1'-yl]methanesulfonamide FC=1C=CC=2C[C@]3(C[C@H](C[C@@H]3C)NS(=O)(=O)C)C=3OC=C(COC4=CC=CC=C4C1C2)N3